methyl (1R)-3-(2-(bis(2,4-dimethoxybenzyl)amino)oxazolo[4,5-c]pyridin-7-yl)cyclohexane-1-carboxylate COC1=C(CN(C=2OC3=C(C=NC=C3C3C[C@@H](CCC3)C(=O)OC)N2)CC2=C(C=C(C=C2)OC)OC)C=CC(=C1)OC